11-chloro-2-(4-methylphenoxy)-6H,7H,8H,9H,10H-cyclohepta[b]quinoline ClC1=C2C(=NC3=CC=C(C=C13)OC1=CC=C(C=C1)C)CCCCC2